1-(4-(2-(3,5-dichloro-4-(3-chloro-2-hydroxypropoxy)phenyl)propan-2-yl)phenoxy)-3-(N-(methylsulfonyl)acetamido)propan-2-yl acetate C(C)(=O)OC(COC1=CC=C(C=C1)C(C)(C)C1=CC(=C(C(=C1)Cl)OCC(CCl)O)Cl)CN(C(C)=O)S(=O)(=O)C